C1(CCCC1)OC=1C=C(C=CC1C)C(CC(CC1CC1)=O)=O 1-(3-(cyclopentyloxy)-4-methylphenyl)-4-cyclopropylbutane-1,3-dione